(R)-2,2'-(2-(2-(3-((((2-ethylbutanoyl)oxy)methoxy)carbonyl)-2-hydroxyphenyl)-1-propionamidoethyl)-5-oxo-1,3,2-dioxaborolane-4,4-diyl)diacetic acid C(C)C(C(=O)OCOC(=O)C=1C(=C(C=CC1)C[C@H](NC(CC)=O)B1OC(C(O1)(CC(=O)O)CC(=O)O)=O)O)CC